FC1=CC=C(C(=C1[C@H]([C@@H](C=1OC(NN1)=O)NS(=O)(=O)N1CCC2(CCCN(C2)C)CC1)C)C)C N-((1S,2R)-2-(6-fluoro-2,3-dimethylphenyl)-1-(5-oxo-4,5-dihydro-1,3,4-oxadiazol-2-yl)propyl)-2-methyl-2,9-diazaspiro[5.5]undecane-9-sulfonamide